[N+](=O)([O-])C=1C(=C(C(C(=O)[O-])=CC1)O)[N+](=O)[O-].[NH4+] ammonium dinitrosalicylate